COC1=CC=C(C=C1)C1=CN=CC(=N1)C(=O)N/N=C/C1=C(C=CC=C1)C(F)(F)F (E)-6-(4-methoxyphenyl)-N'-(2-(trifluoromethyl)benzylidene)pyrazine-2-carbohydrazide